C(C)(C)N(CCCCCN)C(C)C N,N-diisopropyl-1,5-pentanediamine